2-(3-bromo-2-chloro-6-fluorophenyl)ethan-1-ol BrC=1C(=C(C(=CC1)F)CCO)Cl